(2S,4R)-1-(2-acetamidoacetyl)-4-fluoro-N-[(S) or (R)-[6-fluoro-5-(propan-2-yl)pyridin-2-yl][3-(1H-pyrazol-5-yl)phenyl]methyl]pyrrolidine-2-carboxamide C(C)(=O)NCC(=O)N1[C@@H](C[C@H](C1)F)C(=O)N[C@@H](C1=CC(=CC=C1)C1=CC=NN1)C1=NC(=C(C=C1)C(C)C)F |o1:16|